Pentafluoropropionic acid undecyl ester C(CCCCCCCCCC)OC(C(C(F)(F)F)(F)F)=O